2-Hydroxyhippuric acid tert-butyl-4-((4-(3-hydroxy-4-nitrophenyl)piperazin-1-yl)methyl)piperidine-1-carboxylate C(C)(C)(C)OC(=O)N1CCC(CC1)CN1CCN(CC1)C1=CC(=C(C=C1)[N+](=O)[O-])O.OC1=C(C(NCC(=O)O)=O)C=CC=C1